3-(1-Methyl-7-(2-oxo-2-(4-(thiophen-2-ylsulfonyl)piperazin-1-yl)ethoxy)-1H-indazol-3-yl)piperidine-2,6-dione CN1N=C(C2=CC=CC(=C12)OCC(N1CCN(CC1)S(=O)(=O)C=1SC=CC1)=O)C1C(NC(CC1)=O)=O